[I-].O\C(=C/C(/C=C/C1=CC(=C(OC(=O)C=2C=[N+](C=CC2)C)C=C1)OC)=O)\C=C\C1=CC(=C(C=C1)O)OC 3-((4-((1E,4Z,6E)-5-hydroxy-7-(4-hydroxy-3-methoxyphenyl)-3-oxohepta-1,4,6-trien-1-yl)-2-methoxyphenoxy)carbonyl)-1-methylpyridin-1-ium iodide